2-[3-(2-methoxyethoxy)phenyl]-1-methyl-1H-indol-5-amine COCCOC=1C=C(C=CC1)C=1N(C2=CC=C(C=C2C1)N)C